C(C=C)(=O)OCC(CCC(C)O)O 2,5-dihydroxyhexyl acrylate